FC(S(=O)(=O)OC1=C(C=C2C(=NC=NC2=C1)NC1=C(C(=CC=C1)Cl)F)[N+](=O)[O-])(F)F [4-(3-chloro-2-fluoro-anilino)-6-nitro-quinazolin-7-yl] trifluoromethanesulfonate